P-bromophenylacetic acid C1=CC(=CC=C1CC(=O)O)Br